1-methyl-2-propenyltrimethoxysilane CC(C=C)[Si](OC)(OC)OC